C(C)(C)(C)S(=O)NC(C=1C=C(N(C1)COCC[Si](C)(C)C)C(=O)OCC)C1=NC=CC=C1 ethyl 4-[(tert-butylsulfinylamino)(2-pyridyl)methyl]-1-{[2-(trimethylsilyl)-ethoxy]methyl}-2-pyrrolecarboxylate